N,N-diethylcarbamodithioate C(C)N(C(=S)[S-])CC